5-(5-butyl-2-methylsulfonylpyrimidin-4-yl)-1-methyl-3-propan-2-ylpyridin-2-one C(CCC)C=1C(=NC(=NC1)S(=O)(=O)C)C=1C=C(C(N(C1)C)=O)C(C)C